5-amino-3-(4-((5-fluoro-2-methoxybenzoylamino)methyl)phenyl)-1-(3-hydroxycyclohexyl)-1H-pyrazole-4-carboxamide NC1=C(C(=NN1C1CC(CCC1)O)C1=CC=C(C=C1)CNC(C1=C(C=CC(=C1)F)OC)=O)C(=O)N